valproic acid tert-butyl-((1R,3S)-3-((2-amino-6-cyanophenyl)amino)cyclohexyl)carbamate C(C)(C)(C)N(C(O)=O)[C@H]1C[C@H](CCC1)NC1=C(C=CC=C1C#N)N.C(C(CCC)CCC)(=O)O